alpha-ketopentadiene Monopotassium [K].O=CC=CC=C